tert-butyl 3,3-diallyl-2-oxopyrrolidine-1-carboxylate C(C=C)C1(C(N(CC1)C(=O)OC(C)(C)C)=O)CC=C